C1(CCCC1)C1(NC(NC1=O)=O)CNC(=O)C1=NN(N=C1)C1=CC=CC=C1 N-[(4-cyclopentyl-2,5-dioxoimidazolidin-4-yl)methyl]-2-phenyl-2H-1,2,3-triazole-4-carboxamide